2,6-dichlorobenzaldehyde chlorooxime ClC1=C(C(Cl)=NO)C(=CC=C1)Cl